indolol C1=CC(=CC2=C1C=CN2)O